(±)-(1S,3R,5R)-8-benzyl-6-((tert-butyldimethylsilyl)oxy)-8-azabicyclo[3.2.1]octan-3-ol C(C1=CC=CC=C1)N1[C@H]2C[C@H](C[C@@H]1[C@@H](C2)O[Si](C)(C)C(C)(C)C)O |&1:13|